COC1(CCCC1)CN1N=C(CC1=O)CN(C(OC(C)(C)C)=O)C tert-Butyl ({1-[(1-methoxycyclopentyl)methyl]-5-oxo-4,5-dihydro-1H-pyrazol-3-yl}methyl)methylcarbamate